(3R,4R)-1-(1H-benzo[d]imidazol-5-yl)-3-cyclopropyl-4-(2,6-difluoro-4-(1-(trifluoromethyl)-1H-1,2,3-triazol-4-yl)phenyl)azetidin-2-one N1C=NC2=C1C=CC(=C2)N2C([C@@H]([C@@H]2C2=C(C=C(C=C2F)C=2N=NN(C2)C(F)(F)F)F)C2CC2)=O